6-bromo-1-oxo-1,2,3,4-tetrahydroisoquinoline-4-carboxylic acid methyl ester COC(=O)C1CNC(C2=CC=C(C=C12)Br)=O